C(CCCCCCCCCCCCCCCCCC)N nondecylamine